CC1=CC(=NS1)C1=NN=C2N1N=C(C=C2C#N)OCC2=NC=1CCN(CC1C=C2)C2COC2 3-(5-methylisothiazol-3-yl)-6-((6-(oxetan-3-yl)-5,6,7,8-tetrahydro-1,6-naphthyridin-2-yl)methoxy)-[1,2,4]triazolo[4,3-b]pyridazine-8-carbonitrile